5-fluoro-4-(pyrrolidin-1-yl)pyridin-3-amine FC=1C(=C(C=NC1)N)N1CCCC1